C12(OCC(C1)C2)CNC=2C=C(C(=O)OC)C=CC2NC(CC2=C(C=C(C(=C2)F)Br)F)=O Methyl 3-(((2-oxabicyclo[2.1.1]hexan-1-yl)methyl)amino)-4-(2-(4-bromo-2,5-difluorophenyl)acetamido)benzoate